ClC1=CC=C(C=C1)NC(N(CCN1CCOCC1)C1=C(C(=O)NC2=CC=C(C=C2)C#N)C=CC=C1C)=O {3-(4-chlorophenyl)-1-[2-(4-morpholinyl)ethyl]ureido}-N-(4-cyanophenyl)-3-methylbenzamide